(10S,13S,16S,17S)-17-(2-hydroxyacetyl)-10,13,16-trimethyl-6,7,8,10,12,13,14,15,16,17-decahydro-1H-cyclopenta[a]phenanthren-3(2H)-one OCC(=O)[C@H]1[C@H](CC2C3CCC4=CC(CC[C@@]4(C3=CC[C@]12C)C)=O)C